FC=1C=CC(=NC1NN)NC(OC(C)(C)C)=O tert-butyl (5-fluoro-6-hydrazinylpyridin-2-yl)carbamate